1-methyl-N-(oxazolidin-4-yl)-1H-pyrazol-4-amine CN1N=CC(=C1)NC1NCOC1